FC=1C=CC(=NC1)C1=NN2C(OCC3(C2)CC3)=C1 2'-(5-fluoropyridin-2-yl)-5'H,7'H-spiro[cyclopropane-1,6'-pyrazolo[5,1-b][1,3]oxazine]